1,2-dichlorophenyl ketone ClC1(C(C=CC=C1)Cl)C(=O)C1(C(C=CC=C1)Cl)Cl